[C-]#N.C(CCCCCC)[NH+]1C=C(C=C1)C 1-Heptyl-3-Methylpyrrolium cyanid